O1N=C(C=C1)N(S(=O)(=O)C=1C=C2C=CC(N(C2=CC1)C1=C(C=C(C=C1)C1CC(C1)C(F)(F)F)OC)=O)CC1=CC=C(C=C1)OC (P)-N-(isoxazol-3-yl)-1-(2-methoxy-4-(3-(trifluoromethyl)cyclobutyl)phenyl)-N-(4-methoxybenzyl)-2-oxo-1,2-dihydroquinoline-6-sulfonamide